2-([1,1'-biphenyl]-4-yl)-4-(4,5-dihydro-1H-imidazol-2-yl)morpholine C1(=CC=C(C=C1)C1CN(CCO1)C=1NCCN1)C1=CC=CC=C1